ClC=1C=NC=C(C1[C@@H](C)OC=1C=C2C(=NNC2=CC1)C=1C=C(C(=NC1)N1C[C@H](CC1)O)C#N)Cl 5-[5-[(1R)-1-(3,5-dichloro-4-pyridyl)ethoxy]-1H-indazol-3-yl]-2-[(3S)-3-hydroxypyrrolidin-1-yl]pyridine-3-carbonitrile